silver-nickel carbon [C].[Ni].[Ag]